S(N)(OC[C@@H]1[C@H](C[C@@H](C1)NC1=NC=NC=C1C(=O)C=1SC(=C(C1)[C@]1(OCC1)C1=CC(=CC=C1)Cl)Cl)O)(=O)=O [(1R,2S,4R)-4-{[5-({5-chloro-4-[(2R)-2-(3-chlorophenyl)oxetan-2-yl]-2-thienyl} carbonyl)pyrimidin-4-yl]amino}-2-hydroxycyclopentyl]methyl sulfamate